3-pentadecanamidopropanoic acid C(CCCCCCCCCCCCCC)(=O)NCCC(=O)O